C1(=CC=C(C=C1)[S+](C1=CC=C(C=C1)C)C1=CC=C(C=C1)C1=CC=CC=C1)C1=CC=CC=C1 bis([1,1-biphenyl]-4-yl)(4-methylphenyl)-sulfonium